C(C(C)C)(=O)OC1=C(C=C(C=C1O)Br)C=NC1=C(C(=CC=C1)Cl)Cl 4-bromo-2-((2,3-dichlorophenylimino)-methyl)-6-hydroxyphenyl isobutyrate